4-((4-(3-(2-hydroxypropyl)-7-methyl-2,6-dioxo-2,3,6,7-tetrahydro-1H-purin-8-yl)-2-methoxyphenoxy)methyl)benzonitrile OC(CN1C(NC(C=2N(C(=NC12)C1=CC(=C(OCC2=CC=C(C#N)C=C2)C=C1)OC)C)=O)=O)C